5-[4-(6-chloro-2-hydroxybenzoylamino)phenyl]-1H-naphtho[1,2-b][1,4]diazepine-2,4(3H,5H)-dione ClC1=CC=CC(=C1C(=O)NC1=CC=C(C=C1)N1C2=C(NC(CC1=O)=O)C1=CC=CC=C1C=C2)O